ethyl N-(cyclohexylmethyl)-N-((R)-1-((S)-2-((S)-2,2-dimethylcyclopropane-1-carbonyl)-6-(thiazole-5-carbonyl)-2,6-diazaspiro[3.4]octane-8-carbonyl)piperidin-3-yl)glycinate C1(CCCCC1)CN(CC(=O)OCC)[C@H]1CN(CCC1)C(=O)[C@@H]1CN(CC12CN(C2)C(=O)[C@@H]2C(C2)(C)C)C(=O)C2=CN=CS2